C(C)C1=CC2=C(C3=CC=CC=C3C=C2C=C1)OC(=O)OCCCCCCCCCCCC 2-ethyl-9-(n-dodecyloxycarbonyloxy)anthracene